tertbutyl (4-oxocyclohexyl)carbamate O=C1CCC(CC1)NC(OC(C)(C)C)=O